2-methyl-1,4-bis(n-nonyloxycarbonyloxy)naphthalene 4-(2-ethylphenyl)phenyl-methacrylate C(C)C1=C(C=CC=C1)C1=CC=C(C=C1)OC(C(=C)C)=O.CC1=C(C2=CC=CC=C2C(=C1)OC(=O)OCCCCCCCCC)OC(=O)OCCCCCCCCC